[(2R,3S,4R,5R)-5-{4-[(2S)-2-amino-3-methylbutanamido]pyrrolo[2,1-f][1,2,4]triazin-7-yl}-5-cyano-3,4-dihydroxyoxolan-2-yl]methyl 2-cyclohexylacetate C1(CCCCC1)CC(=O)OC[C@H]1O[C@@]([C@@H]([C@@H]1O)O)(C#N)C1=CC=C2C(=NC=NN21)NC([C@H](C(C)C)N)=O